3-[2-(dimethylamino) ethyl]1H-indol-4-yl propionate C(CC)(=O)OC1=C2C(=CNC2=CC=C1)CCN(C)C